zinc sulfide copper indium [In+3].[Cu+2].[S-2].[Zn+2]